N-[5-(2,6-dichlorophenyl)-1H-indazol-3-yl]-1-(3-hydroxy-2,2-dimethylpropyl)piperidine-4-carboxamide ClC1=C(C(=CC=C1)Cl)C=1C=C2C(=NNC2=CC1)NC(=O)C1CCN(CC1)CC(CO)(C)C